C(C)(=O)[O-].[Cu+2].ClC=1C2=C(N=CN1)N(C=C2I)C2CC2.C(C)(=O)[O-] 4-CHLORO-7-CYCLOPROPYL-5-IODO-7H-PYRROLO[2,3-D]PYRIMIDINE Copper (II) acetate